C(C)(=O)NCC#CC1=C(C=C(C=N1)C=1C=C(C=CC1C)NC(C1=CC(=NC=C1)C(F)(F)F)=O)N1CCOCC1 N-(3-(6-(3-acetamidoprop-1-yn-1-yl)-5-morpholinopyridin-3-yl)-4-methylphenyl)-2-(trifluoromethyl)isonicotinamide